ClC=1C=CC(=C(C1)C1N(CCC1)C(=O)OC(C)(C)C)CO tert-Butyl 2-(5-chloro-2-(hydroxymethyl)phenyl)pyrrolidine-1-carboxylate